FC(C(=O)O)(F)F.NC=1N=CC(=NC1N1CCN(CC1)C1=C(C=CC=C1)C)C=1C=C(C=CC1C)C(C(=O)N)(C(F)(F)F)O 2-(3-(5-amino-6-(4-o-tolylpiperazin-1-yl)pyrazin-2-yl)-4-methylphenyl)-3,3,3-trifluoro-2-hydroxypropanamide trifluoroacetate